FC1=C(OC=2C(=NC(=NC2)CS(=O)(=O)C)C=2C=C(C(N(C2)C)=O)C)C=CC(=C1)F 5-[5-(2,4-difluorophenoxy)-2-(methyl-sulfonylmethyl)pyrimidin-4-yl]-1,3-dimethylpyridin-2-one